7-((1r,4r)-4-(1,5-dimethyl-1H-indazol-4-yl)cyclohexyl)-3-methylpyrido[2,3-b]pyrazin-6(5H)-one CN1N=CC2=C(C(=CC=C12)C)C1CCC(CC1)C1=CC=2C(=NC(=CN2)C)NC1=O